O1C=2N(CC1)N=C(C2)C=O 2,3-dihydropyrazolo[5,1-b]oxazole-6-carbaldehyde